4-acetyl-2-(pyridin-3-ylmethoxy)benzonitrile C(C)(=O)C1=CC(=C(C#N)C=C1)OCC=1C=NC=CC1